(3R)-3-{[6-(4-methylphenyl)pyridin-3-yl]oxy}-1-azabicyclo[2.2.2]octane CC1=CC=C(C=C1)C1=CC=C(C=N1)O[C@H]1CN2CCC1CC2